1-(1H-benzotriazol-1-yloxy)phenylmethylenepyrrolidinium hexa-chloroantimonate Cl[Sb-](Cl)(Cl)(Cl)(Cl)Cl.N1(N=NC2=C1C=CC=C2)OC2(CC=CC=C2)C=[N+]2CCCC2